trans-2,3-Diazido-1-tosylindoline N(=[N+]=[N-])[C@@H]1N(C2=CC=CC=C2[C@H]1N=[N+]=[N-])S(=O)(=O)C1=CC=C(C)C=C1